3-fluoro-2-hydroxy-5-(2-(4-(piperidin-1-yl)phenyl)thiazol-5-yl)benzaldehyde FC=1C(=C(C=O)C=C(C1)C1=CN=C(S1)C1=CC=C(C=C1)N1CCCCC1)O